(1R,2R)-tert-butoxycarbonyl-2-aminocyclopentanic acid C(C)(C)(C)OC(=O)[C@]1([C@@H](CCC1)N)C(=O)O